ClC1=CC=C(C(=N1)N(C)C)N[C@H](C)C=1C=C(C=C2C(C(=C(OC12)C=1C=NC=CC1)C)=O)C 8-[(1R)-1-[[6-Chloro-2-(dimethylamino)-3-pyridyl]amino]ethyl]-3,6-dimethyl-2-(3-pyridyl)chromen-4-one